(4-bromo-3-fluorobenzyl)cyclopropylamine BrC1=C(C=C(CNC2CC2)C=C1)F